1-[1-(2,3-dihydro-1,4-benzodioxin-6-yl)ethyl]-piperazine O1CCOC2=C1C=CC(=C2)C(C)N2CCNCC2